10-(((2S,3S,4S)-3-Ethyl-4-fluoro-5-oxopyrrolidin-2-yl)methoxy)pyrazolo[5,1-a]isoquinoline-5-carboxamide C(C)[C@H]1[C@H](NC([C@H]1F)=O)COC=1C=CC=C2C=C(N3C(C12)=CC=N3)C(=O)N